FC1=CC(=CC2=CN(N=C12)C)C=1SC2=C(N1)SC(=C2)C2=CC(N(CC2)C(=O)OC(C)(C)C)C tert-butyl 4-[2-(7-fluoro-2-methylindazol-5-yl)thieno[2,3-d][1,3]thiazol-5-yl]-2-methyl-5,6-dihydro-2H-pyridine-1-carboxylate